FC=1C=C(CN2N=C3N(CCCC3)C2=O)C=C(C1)C(F)(F)F (5RS)-2-[3-Fluoro-5-(trifluoromethyl)benzyl]-3-oxo-2,3,5,6,7,8-hexahydro[1,2,4]triazolo[4,3-a]pyridin